C(#N)C1=CC2=C(N=C(N=C2)NC2=CC(=C(C=C2)C2CCN(CC2)C(=O)OC(C)(C)C)F)N(C1=O)C1CCCC1 tert-butyl 4-(4-((6-cyano-8-cyclopentyl-7-oxo-7,8-dihydropyrido[2,3-d]pyrimidin-2-yl)amino)-2-fluorophenyl)piperidine-1-carboxylate